(R)-6-chloro-3-((1-(2-(2,3-dichlorophenyl)-3,6-dimethyl-4-oxo-3,4-dihydroquinazolin-8-yl)ethyl)amino)-N-(methylsulfonyl)picolinamide z-9-hexadecenyl-acetate C(CCCCCCC\C=C/CCCCCC)CC(=O)O.ClC1=CC=C(C(=N1)C(=O)NS(=O)(=O)C)N[C@H](C)C=1C=C(C=C2C(N(C(=NC12)C1=C(C(=CC=C1)Cl)Cl)C)=O)C